2-((2-methoxy-4-(1-(oxetan-3-yl)-4-oxido-1,4-azaphosphinan-4-yl)phenyl)amino)-4-(methylamino)-7H-pyrrolo[2,3-d]pyrimidine-5-carbonitrile COC1=C(C=CC(=C1)P1(CCN(CC1)C1COC1)=O)NC=1N=C(C2=C(N1)NC=C2C#N)NC